C12C(CC(C=C1)C2)CC(=O)N2CCC(CC2)(COC(C2=CC=C(C=C2)OC)(C2=CC=C(C=C2)OC)C2=CC=C(C=C2)OC)CO N-(2-(bicyclo[2.2.1]hept-5-en-2-yl)acetyl)-4-(hydroxymethyl)-4-((4,4',4''-trimethoxytrityl)oxy)methylpiperidine